C(C1=CC=CC=C1)NCCCO[Si](OC)(OC)CCCN (N-benzyl-2-aminoethyl)-3-aminopropyltrimethoxysilane